5-chloro-2-(difluoromethoxy)-3-(5-(2,6-difluorophenyl)-4-methyl-4H-1,2,4-triazol-3-yl)pyridine ClC=1C=C(C(=NC1)OC(F)F)C1=NN=C(N1C)C1=C(C=CC=C1F)F